C1=CC(=CC(=C1)O)NC2=CC(=CC=C2)O 3,3'-dihydroxydiphenylamine